6-[4-[3-(3-Ethoxyphenyl)-5-(trifluoromethyl)benzoyl]piperazin-1-yl]-N-[4-(2-phenylsulfanylethylamino)-3-(trifluoromethyl)phenyl]sulfonylpyridazine-3-carboxamide C(C)OC=1C=C(C=CC1)C=1C=C(C(=O)N2CCN(CC2)C2=CC=C(N=N2)C(=O)NS(=O)(=O)C2=CC(=C(C=C2)NCCSC2=CC=CC=C2)C(F)(F)F)C=C(C1)C(F)(F)F